ClC1=CC(=C2C(=N1)C1(OCC2)COCC1)OCC 2'-Chloro-4'-Ethoxy-4,5,5',6'-Tetrahydro-2H-Spiro[Furan-3,8'-Pyrano[3,4-b]Pyridine]